Cl.NCC1=C(C(=C(C=C1)C1=CC(=NC=C1)NC(=O)C1CC1)F)Cl N-(4-(4-(aminomethyl)-3-chloro-2-fluorophenyl)pyridin-2-yl)cyclopropanecarboxamide hydrochloride